Cl.CC1NCCC(C1)NC=1N=CC2=C(N1)NC(C21CC1)=O ((2-methylpiperidin-4-yl)amino)spiro[cyclopropane-1,5'-pyrrolo[2,3-d]pyrimidin]-6'(7'H)-one hydrochloride